(3S,4S)-1-Cyclopropylmethyl-4-{[4-fluoro-5-(4-fluoro-phenyl)-isoxazole-3-carbonyl]-amino}-piperidine-3-carboxylic Acid (1-pyrimidin-2-yl-cyclopropyl)-amide N1=C(N=CC=C1)C1(CC1)NC(=O)[C@H]1CN(CC[C@@H]1NC(=O)C1=NOC(=C1F)C1=CC=C(C=C1)F)CC1CC1